N-[(6S,7S)-6-[[3-(3,5-difluorophenyl)-2-fluoro-phenyl]methyl]-5-[(2R)-3-fluoro-2-hydroxy-2-methyl-propanoyl]-5-azaspiro[2.4]heptan-7-yl]-1,1-difluoro-methanesulfonamide FC=1C=C(C=C(C1)F)C=1C(=C(C=CC1)C[C@@H]1N(CC2(CC2)[C@@H]1NS(=O)(=O)C(F)F)C([C@@](CF)(C)O)=O)F